2-(6-bromopyridin-3-yl)Acetic Acid Methyl Ester COC(CC=1C=NC(=CC1)Br)=O